5-(methylamino)-6-(3-methylimidazo[4,5-c]pyridin-7-yl)pyrazine-2-carboxamide CNC=1N=CC(=NC1C=1C2=C(C=NC1)N(C=N2)C)C(=O)N